4-cyano-4-(ethylsulfanylthiocarbonyl)sulfanylpentanoic acid C(#N)C(CCC(=O)O)(C)SC(=S)SCC